1-tridecanoyl-2-pentadecanoyl-sn-glycero-3-phosphocholine C(CCCCCCCCCCCC)(=O)OC[C@@H](OC(CCCCCCCCCCCCCC)=O)COP(=O)([O-])OCC[N+](C)(C)C